(rac)-1-(1-methyl-1H-1,2,3-triazol-4-yl)ethan-1-ol CN1N=NC(=C1)[C@@H](C)O |r|